Isopropyl-aniline C(C)(C)NC1=CC=CC=C1